(3S)-6,7,7-trifluoro-3-methyl-6-heptene-1,3-diol FC(CC[C@@](CCO)(O)C)=C(F)F